bis(3,4-epoxycyclohexylmethyl) oxalate C(C(=O)OCC1CC2C(CC1)O2)(=O)OCC2CC1C(CC2)O1